C(SCC1=CC=CC=C1)(SCCC[Si](OC)(OC)OC)=S S-benzyl S'-trimethoxysilylpropyl trithiocarbonate